2-[[1-[(2-Chlorophenyl)methyl]-5-thiazol-2-yl-pyrazol-3-yl]methoxy]-2-methyl-propanoic acid ClC1=C(C=CC=C1)CN1N=C(C=C1C=1SC=CN1)COC(C(=O)O)(C)C